C(C1=C(NC2=CC=C(C=C12)O)C(=O)C=1OC2=C(C1)C=C(C=C2)N)C2=C(NC1=CC=C(C=C21)O)C(=O)C=2OC1=C(C2)C=C(C=C1)N (Methylenebis(5-hydroxy-1H-indole-3,2-diyl))bis((5-aminobenzofuran-2-yl)methanone)